(E)-N-(2,5-difluorobenzyl)-3-(2-(pyridin-2-yl)vinyl)-1H-indazol-5-amine FC1=C(CNC=2C=C3C(=NNC3=CC2)\C=C\C2=NC=CC=C2)C=C(C=C1)F